(R)-N-((4,7-dihydro-5H-thieno[2,3-c]pyran-7-yl)methyl)cyclopropylamine S1C=CC2=C1[C@H](OCC2)CNC2CC2